BrC1=C(CN(C(OC(C)(C)C)=O)C(CC2=NC(=CC=C2[N+](=O)[O-])OC)C)C=C(C=C1)F tert-Butyl (2-bromo-5-fluorobenzyl)(1-(6-methoxy-3-nitropyridin-2-yl)propan-2-yl)carbamate